CN1C(C2=CC=C(C=C2C1)C(=O)OC)=O methyl 2-methyl-1-oxoisoindoline-5-carboxylate